CN1C=C(C2=CC=CC=C12)\N=N\C1=CC=C(C=C1)C 1-methyl-3-[(E)-2-(4-methylphenyl)diazenyl]-indole